N[C@H](CCCC(=O)O)C1=C(C=CC=C1)N(C)C (5R)-5-AMINO-5-[2-(DIMETHYLAMINO)PHENYL]PENTANOIC ACID